4-[(5-bromopyridin-3-yl)carbonyl]Morpholine BrC=1C=C(C=NC1)C(=O)N1CCOCC1